1-Phenylimidazole C1(=CC=CC=C1)N1C=NC=C1